N,N-dimethyl-1-octadecyl-amine CN(C)CCCCCCCCCCCCCCCCCC